5-{[2-(4-Bromophenyl)imidazo[1,2-a]pyridin-3-yl]methyl}-N-(2,4-difluorophenyl)hexahydropyrrolo[3,4-c]pyrrole-2(1H)-carboxamide BrC1=CC=C(C=C1)C=1N=C2N(C=CC=C2)C1CN1CC2C(C1)CN(C2)C(=O)NC2=C(C=C(C=C2)F)F